ClC=1C=C(C(=O)O)C=C(C1)OC(F)F 3-chloro-5-(difluoromethoxy)benzoic acid